isopropyl (S)-2-((S)-2-(cyanomethoxy)-3-(1H-indol-3-yl)propanamido)-6-diazo-5-oxohexanoate C(#N)CO[C@H](C(=O)N[C@H](C(=O)OC(C)C)CCC(C=[N+]=[N-])=O)CC1=CNC2=CC=CC=C12